3-[4-[4-(4-piperidinyl)piperazin-1-yl]phenyl]-piperidine-2,6-dione N1CCC(CC1)N1CCN(CC1)C1=CC=C(C=C1)C1C(NC(CC1)=O)=O